N-[2-(methylphenylamino)propyl]-2-[(2-thienylmethyl)thio]-benzamide CN(C(CNC(C1=C(C=CC=C1)SCC=1SC=CC1)=O)C)C1=CC=CC=C1